hydroxyl-L-arginine ON[C@@H](CCCNC(N)=N)C(=O)O